[N+](=[N-])=CC(CC[C@@H](C(=O)OC)NC([C@H](C)S(=O)(=O)C)=O)=O methyl (S)-6-diazo-2-((S)-2-(methylsulfonyl)propanamido)-5-oxohexanoate